[Si](C)(C)(C(C)(C)C)OCCCOC1=NN(C=C1[N+](=O)[O-])C1CCC(CC1)OC 3-(3-((tert-butyldimethylsilyl)oxy)propoxy)-1-((1r,4r)-4-methoxycyclohexyl)-4-nitro-1H-pyrazole